ClC=1C=C(C=C(C1F)Cl)C1(CC(=NO1)C1=CC(=C(C(=O)N(C2=NN(C(=N2)C2=CC=CC=C2)C)C)C=C1)C)C(F)(F)F 4-(5-(3,5-dichloro-4-fluorophenyl)-5-(trifluoromethyl)-4,5-dihydroisoxazol-3-yl)-N,2-dimethyl-N-(1-methyl-5-phenyl-1H-1,2,4-triazol-3-yl)benzamide